(2R,S)-N-Benzyl-2-(3-(dimethylamino)-2,5-dioxopyrrolidin-1-yl)propanamid hydrochlorid Cl.C(C1=CC=CC=C1)NC([C@@H](C)N1C([C@H](CC1=O)N(C)C)=O)=O